(3RS)-9-fluoro-3-methyl-7-oxo-10-(1-piperazinyl)-2,3-dihydro-7H-pyrido[1,2,3-de]-1,4-benzoxazine-6-carboxylic acid FC=1C(=C2C=3N([C@@H](CO2)C)C=C(C(C3C1)=O)C(=O)O)N1CCNCC1 |r|